(R)-3-(1-phenylallyl)-4-trifluoromethylpyridine C1(=CC=CC=C1)[C@@H](C=C)C=1C=NC=CC1C(F)(F)F